10-fluoro-2-(3-(hydroxymethyl)-4-(1-methyl-6-oxo-5-(pyridin-2-ylamino)-1,6-dihydropyridin-3-yl)pyridin-2-yl)-3,4,6,7,8,9-hexahydropyrazino[1,2-a]indol-1(2H)-one FC1=C2N(C=3CCCCC13)CCN(C2=O)C2=NC=CC(=C2CO)C2=CN(C(C(=C2)NC2=NC=CC=C2)=O)C